(2-Ethylindazol-5-yl)-trimethyl-stannane C(C)N1N=C2C=CC(=CC2=C1)[Sn](C)(C)C